N-(trans-3-(2-(4-(2,3-dichlorophenyl)piperazin-1-yl)ethyl)cyclobutyl)isothiazole-5-carboxamide ClC1=C(C=CC=C1Cl)N1CCN(CC1)CC[C@@H]1C[C@H](C1)NC(=O)C1=CC=NS1